tert-butyl 4-(2-(3-cyclopropyl-1-(trans-3-(((2-(2,6-dioxopiperidin-3-yl)-1,3-dioxoisoindolin-5-yl)amino)methyl)cyclobutyl)-1H-pyrazol-4-yl)pyridin-3-yl)piperidine-1-carboxylate C1(CC1)C1=NN(C=C1C1=NC=CC=C1C1CCN(CC1)C(=O)OC(C)(C)C)[C@@H]1C[C@H](C1)CNC=1C=C2C(N(C(C2=CC1)=O)C1C(NC(CC1)=O)=O)=O